CS(=O)(=O)OC[C@H]1COC2=C(C=C3C(=NC=NC3=C2)NC2=C(C(=CC=C2)Br)F)O1 [(7R)-4-(3-Bromo-2-fluoroanilino)-7,8-dihydro[1,4]dioxino[2,3-g]quinazolin-7-yl]methyl methanesulfonate